C(C)(C)(C)C1=CC=C(CSC(=C2C(N(CCCC2=O)C2=CC=C(C=C2)C(F)(F)F)=O)NC2=CC=C(C=C2)F)C=C1 3-(((4-(tert-butyl)benzyl)thio)((4-fluorophenyl)amino)methylene)-1-(4-(trifluoromethyl)phenyl)azepane-2,4-dione